(R)-N-(1-(4-chlorophenyl)-2,2-difluoroethyl)-N-ethylmorpholine-4-sulfonamide ClC1=CC=C(C=C1)[C@H](C(F)F)N(S(=O)(=O)N1CCOCC1)CC